N-(1'-(6-(1,1-difluoroethyl)pyridin-2-yl)-1-methyl-1',2'-dihydrospiro[piperidine-4,3'-pyrrolo[3,2-c]pyridin]-6'-yl)acetamide FC(C)(F)C1=CC=CC(=N1)N1CC2(C=3C=NC(=CC31)NC(C)=O)CCN(CC2)C